cyclobutyl-alaninate hydrochloride Cl.C1(CCC1)N[C@@H](C)C(=O)O